4-(2-methyl-4-chlorophenoxyacetoxyl)-chalcone CC1=C(OCC(OC2=CC=C(C=C2)\C=C\C(=O)C2=CC=CC=C2)=O)C=CC(=C1)Cl